4-(3-(4-(2-(4-acetyl-5-methyl-3-phenyl-1H-pyrrol-2-yl)-1H-benzo[d]imidazol-6-yl)piperazin-1-yl)azetidin-1-yl)-2-(2,6-dioxopiperidin-3-yl)isoindoline-1,3-dione C(C)(=O)C=1C(=C(NC1C)C1=NC2=C(N1)C=C(C=C2)N2CCN(CC2)C2CN(C2)C2=C1C(N(C(C1=CC=C2)=O)C2C(NC(CC2)=O)=O)=O)C2=CC=CC=C2